(R)-4-(1-((tert-Butoxycarbonyl)amino)ethyl)benzoic acid C(C)(C)(C)OC(=O)N[C@H](C)C1=CC=C(C(=O)O)C=C1